N1(C=NC2=C1C=CC=C2)C2=C(C=C(C=C2)NC(=O)NC2=NOC(=C2)C(C)(C)C)C 1-(4-benzimidazol-1-yl-3-methyl-phenyl)-3-(5-tert-butyl-isoxazol-3-yl)-urea